3-bromo-1-methyl-5-(trifluoromethyl)-1H-1,2,4-triazole BrC1=NN(C(=N1)C(F)(F)F)C